[Si](C)(C)(C(C)(C)C)OCCN(C=1OC=2C(=NC(=CC2)C2=C(C=C(C=C2C)Cl)O)N1)[C@H]1CN(CCC1)C 2-[2-[2-[tert-butyl(dimethyl)silyl]oxyethyl-[(3R)-1-methyl-3-piperidyl]amino]oxazolo[4,5-b]pyridin-5-yl]-5-chloro-3-methyl-phenol